cis-4-((5-chloro-4-(4-fluorophenyl)pyrimidin-2-yl)amino)cyclohexane-1-carboxylic acid ClC=1C(=NC(=NC1)N[C@H]1CC[C@H](CC1)C(=O)O)C1=CC=C(C=C1)F